((3-(2-Oxo-3-phenylpyrrolidin-1-yl)-5-(trifluoromethyl)phenyl)carbamoyl)(3-(((1s,4s)-4-(((2,2,2-trifluoroethyl)amino)methyl)cyclohexyl)-methyl)-1,2,3-oxadiazol-3-ium-5-yl)amide O=C1N(CCC1C1=CC=CC=C1)C=1C=C(C=C(C1)C(F)(F)F)NC(=O)[N-]C1=C[N+](=NO1)CC1CCC(CC1)CNCC(F)(F)F